CC=1N=NN2C1C1=C(C(CC2)NC2=CC=C(C=C2)CC#N)C=C(C=C1)C=1CCNCC1 2-(4-((1-methyl-9-(1,2,3,6-tetrahydropyridin-4-yl)-6,7-dihydro-5H-benzo[c][1,2,3]triazolo[1,5-a]azepin-7-yl)amino)phenyl)acetonitrile